C(C)(C)(C)OC(=O)N1[C@@H]([C@H](CCC1)O[Si](C)(C)C(C)(C)C)CCCNC1=C(C(=C(C=C1)Cl)Cl)[N+](=O)[O-] (2R,3S)-3-((tert-butyldimethylsilyl)oxy)-2-(3-((3,4-dichloro-2-nitrophenyl)amino)propyl)piperidine-1-carboxylic acid tert-butyl ester